5-methyl-5,6,7,8-tetrahydro-1,6-naphthyridine-4-carbonitrile CC1C=2C(=CC=NC2CCN1)C#N